CN1CCC2=CC3=C(C4=C2[C@@H]1CC5=C4C(=C(C=C5)OC)O)OCO3 The molecule is an aporphine alkaloid that has been isolated from Corydalis and exhibits inhibitory activity against enzymes such as tyrosine 3-monooxygenase and diamine oxidase. It has a role as a plant metabolite, an EC 1.4.3.22 (diamine oxidase) inhibitor and an EC 1.14.16.2 (tyrosine 3-monooxygenase) inhibitor. It is a member of phenols, an oxacycle, an aromatic ether and an aporphine alkaloid. It derives from an aporphine. It is a conjugate base of a bulbocapnine(1+).